N,N,N-Trimethyl-2-[(1-oxo-2-propen-1-yl)amino]propanaminium hydroxide [OH-].C[N+](CC(C)NC(C=C)=O)(C)C